(6-Isothiazol-3-yl-2-methoxy-3-pyridinyl)-5-methyl-3-phenyl-isoxazole-4-carboxamide S1N=C(C=C1)C1=CC=C(C(=N1)OC)NC(=O)C=1C(=NOC1C)C1=CC=CC=C1